C(C1=CC=CC=C1)[N+]1(CCCC1)C benzyl-n-methyl-pyrrolidinium